(S)-9-Isoxazol-3-yl-methyl-8-methyl-2-((R)-3-methyl-morpholin-4-yl)-8-trifluoromethyl-6,7,8,9-tetrahydro-pyrimido[1,2-a]-pyrimidin-4-one O1N=C(C=C1)N1[C@@](CCN2C1=NC(=C(C2=O)C)N2[C@@H](COCC2)C)(C(F)(F)F)C